ethylene glycol di(2-ethyl butyrate) C(C)C(C(=O)OCCOC(C(CC)CC)=O)CC